CC1CCC(C(S1)C(=O)OC)=O methyl 6-methyl-3-oxotetrahydro-2H-thiopyran-2-carboxylate